(R)-2-hydroxy-3-((S)-2-((1-(4-methoxybenzyl)-6-oxo-5-(trifluoromethyl)-1,6-dihydropyridazin-4-yl)oxy)propoxy)propanoic acid O[C@@H](C(=O)O)COC[C@H](C)OC=1C=NN(C(C1C(F)(F)F)=O)CC1=CC=C(C=C1)OC